4,4'-sulfanediyldibenzoic acid S(C1=CC=C(C(=O)O)C=C1)C1=CC=C(C(=O)O)C=C1